N1=CN=CC(=C1)C1=CN(C2=NC=CC(=C21)N2CC1(CCCN(C1)C(=O)OC(C)(C)C)CCC2)COCC[Si](C)(C)C tert-butyl 8-[3-pyrimidin-5-yl-1-(2-trimethylsilylethoxymethyl)pyrrolo[2,3-b]pyridin-4-yl]-2,8-diazaspiro[5.5]undecane-2-carboxylate